4-chloro-2-(diethoxymethyl)-6-[(2E,4E)-5-[(1R,2R,3S,6R)-3-hydroxy-1,2,3,6-tetramethylcyclohexyl]-3-methylpenta-2,4-dien-1-yl]-5-methoxy-3-methylphenol ClC1=C(C(=C(C(=C1OC)C\C=C(\C=C\[C@@]1([C@H]([C@@](CC[C@H]1C)(C)O)C)C)/C)O)C(OCC)OCC)C